FC(C(=O)O)(F)F.C(C)(C)(C)NC(=O)C=1C=C(C=NC1)C1=CC(=NC=C1)C=1NC(=C(N1)C)C N-(tert-Butyl)-2'-(4,5-dimethyl-1H-imidazol-2-yl)-3,4'-bipyridine-5-carboxamide trifluoroacetate salt